N1(CCC1)C1=NC(=C(C(=C1C#N)C1=CC=C(C=C1)OCCO)C#N)S 2-(Azetidin-1-yl)-4-[4-(2-hydroxyethoxy)phenyl]-6-sulfanyl-pyridine-3,5-dicarbonitrile